ClC=1C=CC(=C(C(=O)OC)C1)N1N=NC(=C1)[Si](C)(C)C Methyl 5-chloro-2-(4-(trimethylsilyl)-1H-1,2,3-triazol-1-yl)benzoate